{[(6-(3,3,3-trifluoropropoxy)-1,2,3,4-tetrahydronaphthalen-1-yl)methyl]amino}pyridine-4-carboxylic acid FC(CCOC=1C=C2CCCC(C2=CC1)CNC1=NC=CC(=C1)C(=O)O)(F)F